CC(C)(C)[S@@](=O)N=CC1=CC(=CC=C1)OC(F)(F)F (R)-2-methyl-N-[[3-(trifluoromethoxy)phenyl]methylene]propane-2-sulfinamide